COC(C1=CC=C(C=C1)C(=C(C#N)C#N)OC)OC 2-[[4-(dimethoxymethyl)phenyl]-methoxy-methylene]malononitrile